2-(benzo[d]oxazol-2-ylamino)-4-(2-chlorophenyl)-6-isobutyl-1,4,6,7-tetrahydro-5H-pyrrolo[3,4-d]pyrimidin-5-one O1C(=NC2=C1C=CC=C2)NC2=NC(C1=C(N2)CN(C1=O)CC(C)C)C1=C(C=CC=C1)Cl